ClC=1C=CC2=C(C(=NC(C(N2)=O)O)C2=C(C=CC=C2)Cl)C1 7-Chloro-5-(2-chlorophenyl)-3-hydroxy-1,3-dihydro-1,4-benzodiazepin-2-one